CN1C(=NN=C1)SC(C)C=1C=C(C=CC1)N1N=NC(=C1)C1=CC=C(C(=O)N)C=C1 4-(1-(3-(1-(4-methyl-4H-1,2,4-triazol-3-ylthio)ethyl)phenyl)-1H-1,2,3-triazol-4-yl)benzamide